ClC1=C(C(=O)OC)C=C(C=N1)C=1SC=CC1 methyl 2-chloro-5-(thiophen-2-yl)nicotinate